(S)-4-Benzyl-3-(4,4,4-trifluorobutanoyl)oxazolidin-2-one C(C1=CC=CC=C1)[C@@H]1N(C(OC1)=O)C(CCC(F)(F)F)=O